4-methyleneheptane-3,5-dione C=C(C(CC)=O)C(CC)=O